N1C(CC2(C3CC=CC=C13)CCNCC2)=O dihydro-1'H-spiro[piperidine-4,4'-quinolin]-2'-one